tri(o-tolyl)phosphine C1(=C(C=CC=C1)P(C1=C(C=CC=C1)C)C1=C(C=CC=C1)C)C